NC(C)C1=CC=NC2=C(C=C(C=C12)C1=CC(=NC=C1F)NC1=NC=C(C=C1)N1CCNCC1)F 4-(4-(1-aminoethyl)-8-fluoroquinolin-6-yl)-5-fluoro-N-(5-(piperazin-1-yl)pyridin-2-yl)pyridin-2-amine